4-(4-(Benzyloxy)phenyl)tetrahydro-2H-pyran-4-carboxamide C(C1=CC=CC=C1)OC1=CC=C(C=C1)C1(CCOCC1)C(=O)N